2-Phenoxyethyl-2-methylpropionate O(C1=CC=CC=C1)CCOC(C(C)C)=O